(2-fluoro-4-methylphenyl)-6-methylisoquinoline-1,5-diamine FC1=C(C=CC(=C1)C)C=1N=C(C=2C=CC(=C(C2C1)N)C)N